FC(C(O)C=1C(=C(C(=CC1)C)O)C)F (2,2-difluoro-1-hydroxyethyl)-2,6-dimethylphenol